C(C)(C)(C)OC(=O)NC(C(=O)OC(C)(C)C)CC1C(C1)(F)F tert-butyl 2-[(tert-butoxycarbonyl)amino]-3-(2,2-difluorocyclopropyl)propanoate